3-(1-Propylpyrazol-4-yl)-3-(5-(2-(5,6,7,8-tetrahydro-1,8-naphthyridin-2-yl)ethoxy)-1H-indazol-1-yl)propanoic acid C(CC)N1N=CC(=C1)C(CC(=O)O)N1N=CC2=CC(=CC=C12)OCCC1=NC=2NCCCC2C=C1